dicaffeine maleate C(\C=C/C(=O)O)(=O)O.N1(C)C(=O)N(C)C=2N=CN(C)C2C1=O.N1(C)C(=O)N(C)C=2N=CN(C)C2C1=O